benzyl 1-[4-(difluoromethyl)benzenesulfonyl]-4-fluoro-1,2-dihydrospiro[indole-3,4'-piperidine]-1'-carboxylate FC(C1=CC=C(C=C1)S(=O)(=O)N1CC2(CCN(CC2)C(=O)OCC2=CC=CC=C2)C2=C(C=CC=C12)F)F